C(C)(C)O[C@H]1CNCC1 (R)-3-isopropoxypyrrolidine